C1OCC2=C1C=CC=C2OC2=CC=C(C=C2)NC([C@@H](C)NC(OC(C)(C)C)=O)=O 1,1-dimethylethyl ((1R)-2-{[4-(1,3-dihydro-2-benzofuran-4-yloxy)phenyl]amino}-1-methyl-2-oxoethyl)carbamate